N-(bis(2-(trifluoromethoxy)phenyl)phosphaneyl)-N-cyclohexyl-1,1-bis(4-(tributylsilyl)phenyl)phosphanamine FC(OC1=C(C=CC=C1)P(N(P(C1=CC=C(C=C1)[Si](CCCC)(CCCC)CCCC)C1=CC=C(C=C1)[Si](CCCC)(CCCC)CCCC)C1CCCCC1)C1=C(C=CC=C1)OC(F)(F)F)(F)F